N-(1-(3,4-dichlorophenyl)-2-(dimethylamino)ethyl)-3-fluorobenzenesulfonamide ClC=1C=C(C=CC1Cl)C(CN(C)C)NS(=O)(=O)C1=CC(=CC=C1)F